((2R,3S,5R)-5-(6-amino-2-fluoro-9H-purin-9-yl)-2-ethynyl-3-hydroxytetrahydrofuran-2-yl)methyl methylcarbamate CNC(OC[C@]1(O[C@H](C[C@@H]1O)N1C2=NC(=NC(=C2N=C1)N)F)C#C)=O